C(C)(C)(C)N(C(O)=O)C(C(O)C1=CC(=NC(=C1)Cl)Br)C(C)C.COC1=CC=C(C(=O)NC2=C(C=CC=C2)C(=C)C)C=C1 4-methoxy-N-(2-(prop-1-en-2-yl)phenyl)benzamide tert-butyl-(1-(2-bromo-6-chloropyridin-4-yl)-1-hydroxy-3-methylbutan-2-yl)-carbamate